2-Methyl-2-buten-3-ol CC(C)=C(C)O